FC(C1=C(C=O)C=C(C=C1)F)F 2-(difluoromethyl)-5-fluorobenzaldehyde